CS(=O)(=O)P1=NP=NP=N1 (methyl-sulfonyl)cyclotriphosphazene